FC1=C(C(=CC=C1)F)C1=CC(=C(N=N1)C(=O)[O-])NCC1=C(C=C(C=C1)OC)OC 6-(2,6-difluorophenyl)-4-((2,4-dimethoxybenzyl)amino)pyridazine-3-carboxylate